NC1=NN2C(N=CC=C2)=C1C(=O)N[C@H](C)C=1N(C(C=2C(=CC=C3C2C1CO3)C#C)=O)C3=CC=CC=C3 (R)-2-amino-N-(1-(6-ethynyl-5-oxo-4-phenyl-4,5-dihydro-2H-furo[4,3,2-de]isoquinolin-3-yl)ethyl)pyrazolo[1,5-a]pyrimidine-3-carboxamide